tributyl-(5-chloro-2-pyridinyl)stannane C(CCC)[Sn](C1=NC=C(C=C1)Cl)(CCCC)CCCC